O1C(COCC1)COC1=CC(=C(C(=N1)C#CC1=CC=C(OCCO)C=C1)CC)OCC1=CC=CC=C1 2-(4-((6-((1,4-Dioxan-2-yl)methoxy)-4-(benzyloxy)-3-ethylpyridin-2-yl)ethynyl)phenoxy)ethan-1-ol